3-{5-chloro-1-methylpyrrolo[2,3-c]pyridin-2-yl}-2-cyclopropoxy-5-fluoropyridine ClC=1C=C2C(=CN1)N(C(=C2)C=2C(=NC=C(C2)F)OC2CC2)C